tert-butyl 6-(5-chloro-2-fluorophenyl)-8-[(1-{[2-(trimethylsilyl)ethoxy]methyl}-1H-pyrrolo[2,3-b]pyridin-4-yl)amino]-2H,3H,4H-pyrido[3,2-b][1,4]oxazine-4-carboxylate ClC=1C=CC(=C(C1)C=1C=C(C=2OCCN(C2N1)C(=O)OC(C)(C)C)NC1=C2C(=NC=C1)N(C=C2)COCC[Si](C)(C)C)F